ClC1=C(C=C(OCC(=O)NC23CC(C2)(C3)NC(=O)C=3OC=2C(C(C3)=O)=CC=C3C2OCO3)C=C1)F N-{3-[2-(4-chloro-3-fluorophenoxy)acetamido]bicyclo[1.1.1]pent-1-yl}-6-oxo-2H,6H-[1,3]dioxolo[4,5-H][1]benzopyran-8-carboxamide